FC=1C(=NC=CC1CO)C=1C=NC(=NC1)N1CCC2(CN(C(C2)=O)C)CC1 8-[5-[3-fluoro-4-(hydroxymethyl)-2-pyridyl]pyrimidin-2-yl]-3-methyl-3,8-diazaspiro[4.5]decan-2-one